ClC1=CC=C(C=C1)[C@H]1C2=C(C3=CN(C(C=C3[C@@H](O1)CC(=O)NCC)=O)C)C=CC(=C2)C(F)(F)F 2-((5S,7S)-7-(4-chlorophenyl)-2-methyl-3-oxo-9-(trifluoromethyl)-2,3,5,7-tetrahydrobenzo[5,6]oxepino[4,3-c]pyridin-5-yl)-N-ethylacetamide